N-(4-bromopyridin-2-yl)-3-(4-{2-[(tertbutyldimethylsilyl)oxy]ethyl}piperazin-1-yl)propanamide BrC1=CC(=NC=C1)NC(CCN1CCN(CC1)CCO[Si](C)(C)C(C)(C)C)=O